(2-(2-chloro-4-(3-((2-(2,6-dioxopiperidin-3-yl)-1-oxoisoindolin-5-yl)methyl)ureido)phenethoxy)ethyl)(methyl)carbamic acid ClC1=C(CCOCCN(C(O)=O)C)C=CC(=C1)NC(=O)NCC=1C=C2CN(C(C2=CC1)=O)C1C(NC(CC1)=O)=O